O=C1C2=CC=CC=C2C=2C=CC(=CC12)NC(C)=O N-(9-oxo-9H-fluoren-2-yl)acetamide